(rac)-2'-(6-amino-5-methylpyridin-3-yl)-N-ethyl-5',6'-dihydrospiro[pyrrolidine-3,4'-pyrrolo[1,2-b]pyrazole]-1-carboxamide NC1=C(C=C(C=N1)C=1C=C2N(N1)CC[C@]21CN(CC1)C(=O)NCC)C |r|